4-(3-((4-cyano-2-fluorobenzyl)oxy)-4-cyclopropyl-1H-pyrazol-1-yl)piperidine-1-carboxylic acid tert-butyl ester C(C)(C)(C)OC(=O)N1CCC(CC1)N1N=C(C(=C1)C1CC1)OCC1=C(C=C(C=C1)C#N)F